N-((dimethylamino)methylene)-2-methyl-5-nitrobenzamide CN(C)C=NC(C1=C(C=CC(=C1)[N+](=O)[O-])C)=O